F\C(\C(=O)OCC)=C(/C)\C1=CC=CC=C1 ethyl (E)-2-fluoro-3-phenylbut-2-enoate